5-(1-Benzyl-1H-pyrazol-4-yl)-4-chloro-7-phenyl-7H-pyrrolo[2,3-d]pyrimidine C(C1=CC=CC=C1)N1N=CC(=C1)C1=CN(C=2N=CN=C(C21)Cl)C2=CC=CC=C2